1-ethyl-3-vinylimidazolium bis(trifluoromethylsulfonyl)imide [N-](S(=O)(=O)C(F)(F)F)S(=O)(=O)C(F)(F)F.C(C)N1C=[N+](C=C1)C=C